(2S)-1-[(18S)-18-(2-tert-butoxy-2-oxoethyl)-2,2,5,8,11,14-hexamethyl-4,7,10,13,16,19-hexa-oxo-3-oxa-5,8,11,14,17-pentaazanonadec-19-yl]pyrrolidine-2-carboxylic acid C(C)(C)(C)OC(C[C@H](NC(CN(C(CN(C(CN(C(CN(C(OC(C)(C)C)=O)C)=O)C)=O)C)=O)C)=O)C(=O)N1[C@@H](CCC1)C(=O)O)=O